Cl.C(CC)O[C@@H]([C@H](N)C(=O)OCC1=CC(=NC(=C1)Cl)Cl)C (2,6-Dichloropyridin-4-yl)methyl O-propyl-L-threoninate hydrochloride